[Ni](Cl)Cl.[Co](Cl)Cl cobaltous chloride nickel chloride